C1(=CC=CC=C1)C(C1=CC=CC=C1)=NC1=NC=CC=C1CCCOCP(OCC)(OCC)=O diethyl {[(3-{2-[(diphenylmethylene)amino]pyridin-3-yl}propyl)oxy]methyl}phosphonate